C(C1=CC=CC=C1)(C1=CC=CC=C1)N1CCC(CC1)N1CC2=CC=C(C=C2C1)F 2-(1-benzhydryl-piperidin-4-yl)-5-fluoroisoindoline